[Cl-].C(CCCCCCCCCCCCC)[N+](CCC[Si](OC)(OC)OC)(C)C tetradecyldimethyl-(3-(trimethoxysilyl)propyl)ammonium chloride